3-((diisobutoxyphosphorothioyl)thio)-2-methylpropanoic acid C(C(C)C)OP(=S)(OCC(C)C)SCC(C(=O)O)C